CC1(CC(N(C1)C1CCN2C3=C(C(=C2C1)C)C=C(C=N3)C(F)(F)F)=O)C 4,4-dimethyl-1-(5-methyl-3-(trifluoromethyl)-6,7,8,9-tetrahydropyrido[3,2-b]indolizin-7-yl)-2-oxopyrrolidin